7-((3-amino-6-(2-hydroxyphenyl)pyridazin-4-yl)ethynyl)spiro[3.5]nonan-2-one NC=1N=NC(=CC1C#CC1CCC2(CC(C2)=O)CC1)C1=C(C=CC=C1)O